propenylurea C(=CC)NC(=O)N